C(C)NC(=O)C1CCCCC1 N-ethylcyclohexane-1-carboxamide